OCCCN1CCN(CC1)CCCO 3-[4-(3-Hydroxypropyl)piperazin-1-yl]propan-1-ol